C(C)O/C=C/C1=CC(=NC=N1)NCC1=CC=C(C=C1)C=1C=NN(C1)C 6-[(E)-2-ethoxyethenyl]-N-{[4-(1-methyl-1H-pyrazol-4-yl)phenyl]methyl}pyrimidin-4-amine